FC=1C=C(CN2N=C(C=C2)[C@H]2[C@@H](C2)C2=CC=C(C=C2)S(=O)(=O)N)C=CC1 4-{(1R,2R)-2-[1-(3-fluorobenzyl)-1H-pyrazol-3-yl]cyclopropyl}benzenesulfonamide